B(O)(O)CCN[C@@H](CS)C(=O)O boronoethyl-L-cysteine